Cyclopropyl-(5-((4-(4-(trifluoromethyl)piperidin-1-yl)phenyl)amino)isoindolin-2-yl)methanone C1(CC1)C(=O)N1CC2=CC=C(C=C2C1)NC1=CC=C(C=C1)N1CCC(CC1)C(F)(F)F